C[C@H]1OC[C@@H]1OC1=NNC=C1 [(2R,3S)-2-methyloxetan-3-yl]oxy-pyrazol